2-methyl-3-(4,4,5,5-tetramethyl-1,3,2-dioxaborolan-2-yl)-5,6-dihydro-4H-pyrrolo[1,2-b]pyrazole CC=1C(=C2N(N1)CCC2)B2OC(C(O2)(C)C)(C)C